1,2-OCTANDIOL C(C(CCCCCC)O)O